4-acetamido-2-fluoro-5-oxo-5,6,7,8-tetrahydronaphthalen-1-yl trifluoromethanesulfonate FC(S(=O)(=O)OC1=C(C=C(C=2C(CCCC12)=O)NC(C)=O)F)(F)F